FC(O[C@@H]1C[C@H](N(C1)C(CNC(=O)C=1C=CC=2C(C3=CC=CC=C3C2C1)(C)O)=O)C(=O)NCC1=CC=2C=NC=CC2N1S(=O)(=O)C1=CC=CC=C1)F (2S,4R)-4-(difluoromethoxy)-1-((9-hydroxy-9-methyl-9H-fluorene-3-carbonyl)glycyl)-N-((1-(phenylsulfonyl)-1H-pyrrolo[3,2-c]pyridin-2-yl)methyl)pyrrolidine-2-carboxamide